3,5-dibromo-1-(tert-butyl)-1H-pyrazole BrC1=NN(C(=C1)Br)C(C)(C)C